1-((2-(trimethylsilyl)ethoxy)methyl)-1H-indazole-3-carboxylic acid C[Si](CCOCN1N=C(C2=CC=CC=C12)C(=O)O)(C)C